1,3,5-Tris(4-tert-butyl-3-hydroxy-2,6-dimethyl-benzyl)-1,3,5-triazine-2,4,6(1H,3H,5H)-trione C(C)(C)(C)C1=C(C(=C(CN2C(N(C(N(C2=O)CC2=C(C(=C(C=C2C)C(C)(C)C)O)C)=O)CC2=C(C(=C(C=C2C)C(C)(C)C)O)C)=O)C(=C1)C)C)O